CC1(CCC(CC1)NC(C)=O)C N-(4,4-dimethylcyclohexyl)acetamide